C(C1=CC=CC=C1)N(S(=O)(=O)C1=CC=CC=C1)CC=1C=C(C=CC1C)C(C(C(=O)O)(C)C)OCC=1N=NN(C1)CC 3-(3-((N-benzylphenylsulfonamido)methyl)-4-methylphenyl)-3-((1-ethyl-1H-1,2,3-triazol-4-yl)methoxy)-2,2-dimethylpropanoic acid